OCCCCOC1=C(C=C(C=C1)C1=NOC(=N1)[C@H]1N(CCC1)C(=O)OC(C)(C)C)C(F)(F)F Tert-butyl (S)-2-(3-(4-(4-hydroxybutoxy)-3-(trifluoromethyl)phenyl)-1,2,4-oxadiazol-5-yl)pyrrolidine-1-carboxylate